α,Nε-DiBoc-lysine C(=O)(OC(C)(C)C)[C@](N)(CCCCNC(=O)OC(C)(C)C)C(=O)O